CN(C(=O)C1=CC=C(C=N1)COC1=CC=CC(=N1)C1=CC(=C(CC2=NC3=C(N2C[C@H]2OCC2)C=C(C=C3)C(=O)O)C=C1F)F)C (S)-2-(4-(6-((6-(dimethylcarbamoyl)pyridin-3-yl)methoxy)pyridin-2-yl)-2,5-difluorobenzyl)-1-(oxetan-2-ylmethyl)-1H-benzo[d]imidazole-6-carboxylic acid